2-[1-[(2,3-difluorophenyl)methyl]-5-oxopyrrolidin-2-yl]-N-[2-(4-methoxyphenyl)ethyl]acetamid FC1=C(C=CC=C1F)CN1C(CCC1=O)CC(=O)NCCC1=CC=C(C=C1)OC